OC(C(=O)OC)C1=C(C=C(C=C1)C1=CC(=C(C=C1)F)F)F methyl 2-hydroxy-2-(3,3',4'-trifluoro-[1,1'-biphenyl]-4-yl)acetate